BrC1=C2C(=CC(=NC2=C2C(=C1)CN(C2)C=2OC=NN2)C(F)(F)F)C(F)(F)F 2-(5-bromo-2,4-bis(trifluoromethyl)-7,9-dihydro-8H-pyrrolo[3,4-h]quinolin-8-yl)-1,3,4-oxadiazole